4-methylene-5,8-methylenenaphthalene C=C1CC=CC2=C3C=CC(=C12)C3